C(CCCCCCCCCCCCCCCCCC=C)=O 19-icosenal